FC1=C(C(=C(C(=C1F)F)F)F)C1=NC=CC=C1 2-(perfluorophenyl)pyridine